FC12CN(CC(C1)C2)C=2OC1=C(C=C(C=C1C(C2)=O)C)C(C)NC2=C(C(=O)O)C=CC=C2 2-[1-[2-(1-Fluoro-3-azabicyclo[3.1.1]heptan-3-yl)-6-methyl-4-oxo-chromen-8-yl]ethylamino]benzoic acid